(2,3-dichlorophenyl)-3-methylpyrimidine ClC1=C(C=CC=C1Cl)C1N=CC=CN1C